NC1=NN2C(C=C(C=C2)C=2C=NC(=C(C(=O)NCC3=C(C(=CC=C3)F)C(=O)N3CC(CC3)(F)F)C2)OC)=N1 5-(2-amino-[1,2,4]triazolo[1,5-a]pyridin-7-yl)-N-(2-(3,3-difluoropyrrolidine-1-carbonyl)-3-fluorobenzyl)-2-methoxynicotinamide